C(C)(C)(C)OC(=O)N[C@H](C(=O)OCC)CC(C(=O)OC)=C 1-ethyl 5-methyl (S)-2-((tert-butoxycarbonyl)amino)-4-methylenepentanedioate